C1(=CC=CC=C1)CC(=O)O[C@@H]1CC[C@H](CC1)C1=CC(=CC=C1)NC(CC1=CC(=C(C=C1)O)OC)=O trans-4-{3-[2-(4-hydroxy-3-methoxyphenyl)acetamido]phenyl}cyclohexyl phenylacetate